1'-(4-(4-(aminomethyl)-1-oxo-1,2-dihydro-phthalazin-6-yl)-1-methyl-1H-pyrazol-5-yl)-7'-fluoro-spiro[cyclopropane-1,3'-indoline]-2'-one NCC1=NNC(C2=CC=C(C=C12)C=1C=NN(C1N1C(C2(C3=CC=CC(=C13)F)CC2)=O)C)=O